ClC1=C(C=C(C=C1)N1C[C@@H](CC1)C(=O)N[C@@H]([C@H](O)C1=CC(=C(C=C1)OC1CC1)Cl)CN1CCCC1)OC1=NC=CC=C1 (R)-1-(4-chloro-3-(pyridin-2-yloxy)phenyl)-N-((1R,2R)-1-(3-chloro-4-cyclopropoxyphenyl)-1-hydroxy-3-(pyrrolidin-1-yl)propan-2-yl)pyrrolidine-3-carboxamide